FC(OC1=CC=C(C=C1)C=1C=NNC1)(F)F 4-(4-(trifluoromethoxy)phenyl)-1H-pyrazole